6-{7-[(3S,4S)-3-fluoro-2,2,6,6-tetramethylpiperidin-4-yl]-6,7-dihydro-5H-pyrrolo[2,3-c]pyridazin-3-yl}quinolin-7-ol F[C@@H]1C(NC(C[C@@H]1N1CCC2=C1N=NC(=C2)C=2C=C1C=CC=NC1=CC2O)(C)C)(C)C